NC1=NC=NC=2N(C3=C(C=C(C=C3C21)Cl)OC)CC(=O)OCCCC butyl 2-(4-amino-6-chloro-8-methoxy-9H-pyrimido[4,5-b]indol-9-yl)acetate